ClCC(=O)N1C[C@H](C(=CC1)C1=C2C(=NC(=C1)NC(=O)C1CC1)NC=C2)C (S)-N-(4-(1-(2-chloroacetyl)-3-methyl-1,2,3,6-tetrahydropyridin-4-yl)-1H-pyrrolo[2,3-b]pyridin-6-yl)cyclopropylcarboxamide